FC1(CN(CCC1OC)C(=O)OCCCC)F butyl 3,3-difluoro-4-methoxypiperidine-1-carboxylate